C(C(C)C)OC=1C=C(CN2CC3(CC3)CN(C2=O)C2CCN(CC2)C)C=CC1 5-(3-isobutoxybenzyl)-7-(1-methylpiperidin-4-yl)-5,7-diazaspiro[2.5]octane-6-one